BrC=1C=C(C=CC1)C(CO)(CO)CO[Si](C)(C)C(C)(C)C 2-(3-bromophenyl)-2-(((tert-butyldimethylsilyl)oxy)methyl)propane-1,3-diol